BrC1=C(C=C(NC2=NC=C(C(=N2)N[C@@H]2COCC[C@H]2C#N)C)C=C1CO)Cl (trans)-3-[[2-[4-bromo-3-chloro-5-(hydroxymethyl)anilino]-5-methyl-pyrimidin-4-yl]amino]tetrahydropyran-4-carbonitrile